3-(4-((3-chloro-2-fluorophenyl)amino)-7-methoxyquinazolin-6-yl)-6-methyl-1-oxa-3,8-diazaspiro[4.5]decane-2-one ClC=1C(=C(C=CC1)NC1=NC=NC2=CC(=C(C=C12)N1C(OC2(C1)C(CNCC2)C)=O)OC)F